benzyl 8-(5-(2-cyclopentylacetyl)-5,6-dihydro-4H-pyrrolo[3,4-d]thiazol-2-yl)-3,8-diazabicyclo[3.2.1]octane-3-carboxylate C1(CCCC1)CC(=O)N1CC=2N=C(SC2C1)N1C2CN(CC1CC2)C(=O)OCC2=CC=CC=C2